4-(4-{[2-(3,4-dimethoxyphenyl)-1,3-thiazol-4-yl]methyl}piperazin-1-yl)-6-methoxy-N,N-dimethylpyrimidin-2-amine COC=1C=C(C=CC1OC)C=1SC=C(N1)CN1CCN(CC1)C1=NC(=NC(=C1)OC)N(C)C